thiourea zirconium [Zr].NC(=S)N